N-(3-(1-(cyclobutylmethyl)-1H-pyrazolo[4,3-c]pyridin-6-yl)-1H-pyrazol-4-yl)-7-hydroxy-7-(trifluoromethyl)-4-azaspiro[2.5]octane-4-carboxamide C1(CCC1)CN1N=CC=2C=NC(=CC21)C2=NNC=C2NC(=O)N2C1(CC1)CC(CC2)(C(F)(F)F)O